4-(4-fluorobenzoyl)butanoic acid FC1=CC=C(C(=O)CCCC(=O)O)C=C1